CC1(C=C2C(C(C(=CC2=C2C=CN3C=CCC3=C21)C(=O)N2CCOCC2)=O)=O)C 11,11-Dimethyl-3-(morpholin-4-ylcarbonyl)-10,11-dihydronaphtho[1,2-g]indolizine-1,2-dione